C(C)N1C2=CC=CC=C2C=2C=C(C=CC12)CN(CCC)CCC 1-(9-ethyl-9H-carbazol-3-yl)-N,N-dipropylmethylamine